FC1=CC(=C(C=C1)C(C)N)C#C[Si](C(C)C)(C(C)C)C(C)C 1-(4-fluoro-2-((triisopropylsilyl)ethynyl)phenyl)ethane-1-amine